C1(CCCCC1)NC=1C2=C(N=C(N1)NC1=CC(=C(C=C1)C=1C=NN(C1)C)OC)NC=C2C#N 4-(cyclohexylamino)-2-((3-methoxy-4-(1-methyl-1H-pyrazol-4-yl)phenyl)amino)-7H-pyrrolo[2,3-d]pyrimidine-5-carbonitrile